(3,4-bis(benzyloxy)phenyl)(piperazin-1-yl)methanone C(C1=CC=CC=C1)OC=1C=C(C=CC1OCC1=CC=CC=C1)C(=O)N1CCNCC1